C1(CC1)C1=NC=NC(=C1B(O)O)OC 4-cyclopropyl-6-methoxypyrimidin-5-ylboronic acid